FC(CN1N=C(C=C1)C=1SC=C(N1)C(=O)O)F 2-[1-(2,2-difluoroethyl)pyrazol-3-yl]thiazole-4-carboxylic acid